CC=1C(=C2C=NNC2=CC1)C1=C2C(=NC(=C1C#N)N1CC3(CNC3)CC1)CC(OC2)C(F)(F)F 4-(5-methyl-1H-indazol-4-yl)-2-(2,6-diazaspiro[3.4]octan-6-yl)-7-(trifluoromethyl)-7,8-dihydro-5H-pyrano[4,3-b]pyridine-3-carbonitrile